N1(C=NC=C1)C=1C=CC(=C(C1)O)C=1N=NC(=CN1)SC1CC(NC(C1)(C)C)(C)C 5-(1H-imidazol-1-yl)-2-(6-((2,2,6,6-tetramethylpiperidin-4-yl)thio)-1,2,4-triazin-3-yl)phenol